(2S,5R)-5-(Benzyloxyamino)-piperidine-2-carboxylic acid ethyl ester oxalate C(C(=O)O)(=O)O.C(C)OC(=O)[C@H]1NC[C@@H](CC1)NOCC1=CC=CC=C1